N-(2-ethylhexyl)-aminomethylenetoluene C(C)C(CNC=CC1=CC=CC=C1)CCCC